FC1=CC=C(C[C@@H]2N(CCC[C@@H](C2)C)C2=CC(=CC(N2)=O)N2CCOCC2)C=C1 6-((2R,4S)-2-(4-fluorobenzyl)-4-methylazepan-1-yl)-4-morpholinopyridin-2(1H)-one